CS(=O)(=O)OC1CN(CC1)C=1OC(=NN1)C=1C=NC(=NC1)NC1CC2=CC(=C(C=C2C1)F)F 1-(5-(2-((5,6-difluoro-2,3-dihydro-1H-inden-2-yl)amino)pyrimidin-5-yl)-1,3,4-oxadiazol-2-yl)pyrrolidin-3-yl methanesulfonate